C(\C=C\CN)N (E)-but-2-ene-1,4-diamine